[Na+].SCCS(=O)(=O)[O-] 2-mercaptoethanesulfonic acid sodium salt